CS(=O)(=O)C1CCC12CCC2 (methylsulfonyl)spiro[3.3]heptan